CS(=O)(=O)C=1C=C(CN2CC3=CC=CC=C3C2)C=CC1OCC1CCOCC1 2-(3-(methylsulfonyl)-4-((tetrahydro-2H-pyran-4-yl)methoxy)benzyl)isoindoline